NCC1=C(C=C(C#N)C=C1)F 4-(aminomethyl)-3-fluorobenzonitrile